4-(4-((1R,5S)-3,8-diazabicyclo[3.2.1]octan-3-yl)-8-fluoro-2-(((S)-1-methylpyrrolidin-2-yl)methoxy)pyrido[4,3-d]pyrimidin-7-yl)-5-ethynyl-6-fluoronaphthalen-2-ol [C@H]12CN(C[C@H](CC1)N2)C=2C1=C(N=C(N2)OC[C@H]2N(CCC2)C)C(=C(N=C1)C1=CC(=CC2=CC=C(C(=C12)C#C)F)O)F